tert-butyl (R)-(1-(4-fluorophenyl)-3-oxopropan-2-yl)carbamate FC1=CC=C(C=C1)C[C@H](C=O)NC(OC(C)(C)C)=O